CC1(C(CC2=CC=CC=C12)NC1=CC=C(C=C1)[C@@H](C(F)(F)F)N(C(CCC(=O)O)=O)C)C 4-(((1S)-1-(4-((1,1-dimethyl-2,3-dihydro-1H-inden-2-yl)amino)phenyl)-2,2,2-trifluoroethyl)(methyl)amino)-4-oxobutanoic acid